OCC1=CC(=CS1)C1=CC=C(C=C1)NC(OC(C)(C)C)=O Tert-butyl (4-(5-(hydroxymethyl)thiophen-3-yl)phenyl)carbamate